ClC=1C(=NC2=CC(=C(N=C2C1N[C@@H](CC)C1=C(C=CC=C1)F)C=1C=NC(=CC1)P(=O)(C)C)F)C 3-chloro-6-[6-(dimethylphosphoryl)pyridin-3-yl]-7-fluoro-N-[(1S)-1-(2-fluorophenyl)propyl]-2-methyl-1,5-naphthyridin-4-amine